6-bromo-1-[2-(trifluoromethoxy)ethyl]benzimidazole BrC=1C=CC2=C(N(C=N2)CCOC(F)(F)F)C1